CN(S(=O)(=O)C1=C(C=CC=C1)C1=CC=C(C=C1)CCNC(=O)C=1N=C(SC1)C#C)C N-(2-(2'-(N,N-dimethyl-sulfamoyl)-[1,1'-biphenyl]-4-yl)ethyl)-2-ethynyl-thiazole-4-carboxamide